FC=1C=2CCCC2C(=C2CCCC12)NC(=O)N=[S@@](=O)(N)C=1C=NN2C1OC[C@H]2C (S,3R)-N'-((8-fluoro-1,2,3,5,6,7-hexahydro-s-indacen-4-yl)carbamoyl)-3-methyl-2,3-dihydropyrazolo[5,1-b]oxazole-7-sulfonimidamide